C(#N)C=1C(=NC(=C(C1CC)C#N)N1CCNCC1)SC(C(=O)N)C1=CSC=C1 2-((3,5-dicyano-4-ethyl-6-(piperazin-1-yl)pyridin-2-yl)thio)-2-(thiophen-3-yl)acetamide